tert-butyldiphenyl-((5-(4,4,5,5-tetraMethyl-1,3,2-dioxaborolan-2-yl)-3,6-dihydro-2H-pyran-2-yl)methoxy)silane C(C)(C)(C)[Si](OCC1OCC(=CC1)B1OC(C(O1)(C)C)(C)C)(C1=CC=CC=C1)C1=CC=CC=C1